BrC=1C=C(C(=NC1)N1C=NNC1=O)C 4-(5-bromo-3-methyl-2-pyridinyl)-1H-1,2,4-triazol-5-one